dibehenamidopropyldimethylamine dilinoleate C(CCCCCCC\C=C/C\C=C/CCCCC)(=O)O.C(CCCCCCC\C=C/C\C=C/CCCCC)(=O)O.C(CCCCCCCCCCCCCCCCCCCCC)(=O)NC(CCN(C)C)NC(CCCCCCCCCCCCCCCCCCCCC)=O